OC1=C(C(=CC=2OC3=CC=C(C=C3C(C12)=O)O)OC)OC 1,7-dihydroxy-2,3-dimethoxyxanthone